tert-butyl 4-{2-[3-(2-aminoethoxy)phenoxy]acetyl}piperazine-1-carboxylate NCCOC=1C=C(OCC(=O)N2CCN(CC2)C(=O)OC(C)(C)C)C=CC1